trimethoxysilyl-propyldiethylenetriamine CCCN(CCNCCN)[Si](OC)(OC)OC